ClC=1C(=C(SC1Cl)C(=O)O)I 4,5-dichloro-3-iodothiophene-2-carboxylic acid